CC1=C(NC(=C1[N+](=O)[O-])C)C=O 3,5-dimethyl-4-nitro-1H-pyrrole-2-carbaldehyde